ClC1=C(C=CC=C1C1=C(C(=CC=C1)C1=CC=C2C(=N1)NC(=C2Cl)C=O)Cl)C2=CC=C(C(=N2)OC)CN(C(OC(C)(C)C)=O)C[C@H]2NC(CC2)=O tert-Butyl N-[[6-[2-chloro-3-[2-chloro-3-(3-chloro-2-formyl-1H-pyrrolo[2,3-b]pyridin-6-yl)phenyl]phenyl]-2-methoxy-3-pyridyl]methyl]-N-[[(2S)-5-oxopyrrolidin-2-yl]methyl]carbamate